3-(1-((5-chloro-4-(5,5-dimethyl-5,6-dihydro-4H-pyrrolo[1,2-b]pyrazol-3-yl)pyridin-2-yl)amino)-1-oxopropan-2-yl)benzamide ClC=1C(=CC(=NC1)NC(C(C)C=1C=C(C(=O)N)C=CC1)=O)C1=C2N(N=C1)CC(C2)(C)C